C1(CC1)C=1C=NN2C1N=C(C=C2NCC2=CC=C(C=C2)C2=NC=CC=C2)N2CCCCC2 1-(3-cyclopropyl-7-((4-(pyridin-2-yl)benzyl)amino)pyrazolo[1,5-a]pyrimidin-5-yl)piperidin